(3-Chloro-2,4-dimethyl-5,7-dihydropyrrolo[3,4-b]pyridin-6-yl)-[(3R)-1-(2-methoxypyrimidin-4-yl)pyrrolidin-3-yl]methanon ClC=1C(=C2C(=NC1C)CN(C2)C(=O)[C@H]2CN(CC2)C2=NC(=NC=C2)OC)C